FC(C1(CC1)C1=NN=C(O1)C1CN(C1)C(=O)OC(C)(C)C)(F)F tert-butyl 3-[5-[1-(trifluoromethyl)cyclopropyl]-1,3,4-oxadiazol-2-yl]azetidine-1-carboxylate